3-[(6-bromonaphthalen-1-yl)amino]propionic acid BrC=1C=C2C=CC=C(C2=CC1)NCCC(=O)O